N-[4-[(6,7-dimethoxy-1,5-naphthyridin-4-yl)oxy]-3-fluorophenyl]-5-(4-fluoro-3-methoxyphenyl)-4-hydroxy-2,6-dimethylpyridine-3-carboxamide COC=1N=C2C(=CC=NC2=CC1OC)OC1=C(C=C(C=C1)NC(=O)C=1C(=NC(=C(C1O)C1=CC(=C(C=C1)F)OC)C)C)F